C(C)(C)(C)[Si](C)(C)OCC(OC=1C=2N(C=C(C1)B1OC(C(O1)(C)C)(C)C)N=CC2F)C2=NC=C(C=C2)F tert-Butyl-[2-(5-fluoro-2-pyridyl)-2-[3-fluoro-6-(4,4,5,5-tetramethyl-1,3,2-dioxaborolan-2-yl)pyrazolo[1,5-a]pyridin-4-yl]oxy-ethoxy]-dimethyl-silane